2,5-dioxopyrrolidin-1-yl 2-aminopyrazolo[1,5-a]pyrimidine-3-carboxylate NC1=NN2C(N=CC=C2)=C1C(=O)ON1C(CCC1=O)=O